[3-(4-aminoquinolin-7-yl)-4-methoxyphenyl]boronic acid formic acid salt C(=O)O.NC1=CC=NC2=CC(=CC=C12)C=1C=C(C=CC1OC)B(O)O